1-(2-((4-(5-(pyrrolidin-1-yl)pyridin-3-yl)-1H-1,2,3-triazol-1-yl)methyl)imidazo[1,2-a]pyridin-6-yl)-N-((3-(trifluoromethyl)bicyclo[1.1.1]pentan-1-yl)methyl)methylamine N1(CCCC1)C=1C=C(C=NC1)C=1N=NN(C1)CC=1N=C2N(C=C(C=C2)CNCC23CC(C2)(C3)C(F)(F)F)C1